N-TERT-BUTYL-2-(2-FORMYLPIPERIDIN-1-YL)ACETAMIDE C(C)(C)(C)NC(CN1C(CCCC1)C=O)=O